ClC=1C=C(NC2(CCC3([C@@H](CC4=CC=C(C=C34)C3OCCCO3)C[C@H](CO)C)CC2)C(=O)OC)C=CC1 methyl (1r,2'R,4R)-4-(3-chloroanilino)-6'-(1,3-dioxan-2-yl)-2'-[(2R)-3-hydroxy-2-methylpropyl]-2',3'-dihydrospiro[cyclohexane-1,1'-indene]-4-carboxylate